ClC=1N=C(C2=C(N1)N(C=C2)[C@H]2[C@@H]([C@@H]([C@H](O2)COCP(O)(O)=O)O)O)NC(C)C [(2R,3S,4R,5R)-5-[2-chloro-4-(isopropyl-amino)pyrrolo[2,3-d]-pyrimidin-7-yl]-3,4-dihydroxy-tetrahydro-furan-2-yl]methoxy-methylphosphonic acid